acryloxypropenyltrimethoxysilan C(C=C)(=O)OCC=C[Si](OC)(OC)OC